(1S)-6-chloro-2-[4-methyl-6-(trifluoromethyl)-1,3,5-triazin-2-yl]-1-{[(3S)-oxan-3-yl]methyl}-2,3,4,9-tetrahydro-1H-pyrido[3,4-b]indole ClC=1C=C2C3=C(NC2=CC1)[C@@H](N(CC3)C3=NC(=NC(=N3)C)C(F)(F)F)C[C@H]3COCCC3